C1(CCCC2=CC=CC=C12)NC(CNC(COC1=CC=C(C=C1)OC(F)(F)F)=O)=O N-(1,2,3,4-tetrahydronaphthalene-1-yl)-N~2~-[({4-[(trifluoromethyl)oxy]phenyl}oxy)acetyl]glycinamide